7-(8-Methoxy-2-methylimidazo[1,2-b]pyridazin-6-yl)-2-[(7R)-4-azaspiro[2.5]octan-7-yl]thiazolo[3,2-a]pyrimidin-5-on COC=1C=2N(N=C(C1)C=1N=C3N(C(C1)=O)C=C(S3)[C@@H]3CCNC1(CC1)C3)C=C(N2)C